O[C@@H]1CC[C@H](CC1)C(=O)N(C[C@@H]1CC[C@H](CC1)C1=CC(=C(C=C1)OC)C)C1=CC(=CC=C1)C=1N=C(OC1)C(C)C trans-4-Hydroxy-N-(3-(2-isopropyloxazol-4-yl)phenyl)-N-((trans-4-(4-methoxy-3-methylphenyl)cyclohexyl)methyl)-cyclohexanecarboxamide